C(C1=CC=CC=C1)[C@@]1([C@H](OCC)O[C@@H]([C@H]([C@@]1(O)CC1=CC=CC=C1)O)COCC1=CC=CC=C1)O ethyl 2,3,6-O-tribenzyl-β-D-glucopyranoside